(2-((5-chloro-2-((3-(3-fluoro-4-methoxyphenyl)-1H-indazol-5-yl)amino)pyridin-4-yl)amino)phenyl)dimethylphosphine ClC=1C(=CC(=NC1)NC=1C=C2C(=NNC2=CC1)C1=CC(=C(C=C1)OC)F)NC1=C(C=CC=C1)P(C)C